Cl.FC1=C(C#N)C=CC=C1 2-fluorobenzonitrile hydrochloride